L-3-hydroxyethyl-oxyethyl-1-hydroxyethyl-benzene OCCOCCC=1C=C(C=CC1)C(C)O